C(C)(=O)NC=1N=C2N(N=C(C=C2)C=2C=C(C(=NC2)OC)C(=O)NCC2=C(C=C(C=C2)F)OC2CCOCC2)C1 5-{2-acetamidoimidazo[1,2-b]pyridazin-6-yl}-N-{[4-fluoro-2-(tetrahydropyran-4-yloxy)phenyl]methyl}-2-methoxypyridine-3-carboxamide